2,4-dichloro-3-nitrobenzoic acid ClC1=C(C(=O)O)C=CC(=C1[N+](=O)[O-])Cl